(S)-6-fluoro-N-methyl-5-(3-methylpiperazin-1-yl)picolinamide FC1=C(C=CC(=N1)C(=O)NC)N1C[C@@H](NCC1)C